CNC(O[C@H]1C[C@H](CC1)C=1NN=C(C1)N)=O (1R,3S)-3-(5-amino-2H-pyrazol-3-yl)cyclopentyl N-methylcarbamate